I(=O)(O)(O)(O)(O)O.[Na] sodium orthoperiodic acid